CC(C(C(=O)OCC)=O)C Ethyl 3-methyl-2-oxobutanoat